OC1=C(C=C(C=C1C(C)(C)C)C(C)(C)C)C=1SC2=C(N1)C=C(C=C2)Cl 2-(2'-hydroxy-3',5'-di-tert-butylphenyl)-5-chlorobenzothiazole